C(CCC)OC(C(=C)O)=O 2-hydroxy-2-propenoic acid butyl ester